CN1N=C(C(=C1)NC(=O)C=1N=C(SC1)C=1C=NN(C1)CP(OCC)(OCC)=O)C1=NC=CC=C1 diethyl ((4-(4-((1-methyl-3-(pyridin-2-yl)-1H-pyrazol-4-yl)carbamoyl)thiazol-2-yl)-1H-pyrazol-1-yl)methyl)phosphonate